NCC1=C(C=CC=C1)N1C2CN(C(C1)C2)C(=O)OC(C)(C)C tert-butyl 5-(2-(aminomethyl) phenyl)-2,5-diazabicyclo[2.2.1]heptane-2-carboxylate